(E)-dihydroxy-2-(4-dimethylaminobenzylidene)malonimide ethyl-2-(ethoxycarbonothioyl)thiopropionate C(C)OC(C(C)C(=S)OCC)=S.OC1=C(C(=C2C(=O)NC2=O)O)C=CC(=C1)N(C)C